N-(2-aminoethyl)-2,2,4-trimethyl-1-aza-2-silacyclopentane NCCN1[Si](CC(C1)C)(C)C